O=C([C@H](C)NC(OC(C)(C)C)=O)C (S)-tert-butyl (3-oxobutan-2-yl)carbamate